NC1=NC(=C(C=2N1C=CN2)C2=CC(=NC(=C2)C)C)C2=C(C#N)C=CC=C2 (5-amino-8-(2,6-dimethylpyridin-4-yl)imidazo[1,2-c]pyrimidin-7-yl)benzonitrile